BrC1=C(N)C(=CC(=C1)OC(F)(F)F)Br 2,6-dibromo-4-trifluoromethoxyaniline